C(C)N1C(NC2=CC(=CC=C2C1=S)CN1CCN(CC1)C=1C=CC(=NC1)C(=O)NC)=O 5-(4-((3-ethyl-2-oxo-4-thioxo-1,2,3,4-tetrahydroquinazolin-7-yl)methyl)piperazin-1-yl)-N-methylpicolinamide